Undecyl 5-bromopentanoate BrCCCCC(=O)OCCCCCCCCCCC